tert-butyl 3-[[6-[[3-chloro-5-cyano-6-[(3S,5R)-4,4-difluoro-3,5-dimethyl-1-piperidyl]-2-pyridyl]amino]-3-(2-methoxy-2-oxo-ethoxy)-2-oxo-1-quinolyl]methyl]azetidine-1-carboxylate ClC=1C(=NC(=C(C1)C#N)N1C[C@@H](C([C@@H](C1)C)(F)F)C)NC=1C=C2C=C(C(N(C2=CC1)CC1CN(C1)C(=O)OC(C)(C)C)=O)OCC(=O)OC